C(#N)C([C@H](C[C@H]1C(NCC1)=O)NC([C@H](CCCC)NC(O)=O)=O)O ((2S)-1-(((2S)-1-cyano-1-hydroxy-3-((S)-2-oxopyrrolidin-3-yl)propan-2-yl)amino)-1-oxohexan-2-yl)carbamic acid